(3S,5R)-3-(4-(bis(4-methoxybenzyl)amino)-2-oxo-3-(4-phenoxyphenyl)-2,3-dihydro-1H-imidazo[4,5-c]pyridin-1-yl)-5-methoxypiperidine-1-carboxylic acid tert-butyl ester C(C)(C)(C)OC(=O)N1C[C@H](C[C@H](C1)OC)N1C(N(C=2C(=NC=CC21)N(CC2=CC=C(C=C2)OC)CC2=CC=C(C=C2)OC)C2=CC=C(C=C2)OC2=CC=CC=C2)=O